ClC=1C(=C(CN2[C@@H](C[C@@](CC2)(C(=O)O)CC2=NC(=C(C(=C2F)Cl)F)NC2=NNC(=C2)C)C)C=CC1)F (2R,4R)-1-(3-chloro-2-fluorobenzyl)-4-((4-chloro-3,5-difluoro-6-((5-methyl-1H-pyrazol-3-yl)amino)pyridin-2-yl)methyl)-2-methylpiperidine-4-carboxylic acid